5-amino-4-(3-hydroxy-2,6-dimethylphenyl)-2-methyl-4,7-dihydro-6H-1,3,4,7-tetraazadibenzo[cd,f]azulene-6-one NC=1N(C=2C3=C(C4=C(NC(C13)=O)C=CC=C4)N=C(N2)C)C2=C(C(=CC=C2C)O)C